3-(4-hydroxyphenyl)-4-(4-methoxyphenyl)chroman-7-ol OC1=CC=C(C=C1)C1COC2=CC(=CC=C2C1C1=CC=C(C=C1)OC)O